ClC1=C2C=C(C=NC2=NC(=C1)C1=CC2=CN(N=C2C(=C1OCOC)C)C)N1CC(CC1)N(C)C 1-{5-chloro-7-[6-(methoxymethoxy)-2,7-dimethylindazol-5-yl]-1,8-naphthyridin-3-yl}-N,N-dimethylpyrrolidin-3-amine